C1(CC1)C(=O)NC1=CC(=C(N=N1)C(=O)OC)C methyl 6-(cyclopropanecarboxamido)-4-methylpyridazine-3-carboxylate